N-((3R,4S)-1-(3,3-difluorocyclobutyl)-3-fluoropiperidin-4-yl)-5-(1-(2,2-difluoroethyl)-1H-benzo[d][1,2,3]triazol-6-yl)-6-fluoro-4-methoxypyrrolo[2,1-f][1,2,4]triazin-7-d-2-amine FC1(CC(C1)N1C[C@H]([C@H](CC1)NC1=NN2C(C(=N1)OC)=C(C(=C2[2H])F)C=2C=CC1=C(N(N=N1)CC(F)F)C2)F)F